C1(=CC=CC=C1)NC1=NNC(=C1)C1=CC=CC=C1 N-(PHENYL)-5-(PHENYL)-1H-PYRAZOL-3-AMINE